2-methoxy-4-(1,3,5-trimethylpyrazol-4-yl)aniline COC1=C(N)C=CC(=C1)C=1C(=NN(C1C)C)C